CC=1C(=NC(=CC1C)N1CCNC2(CC2)C1)C1=NC2=CC(=NC=C2C=C1)CNC(C1=CC(=C(C=C1)C)S(=O)(=O)CCO)=O N-((2-(3,4-dimethyl-6-(4,7-diazaspiro[2.5]octan-7-yl)pyridin-2-yl)-1,6-naphthyridin-7-yl)methyl)-3-((2-hydroxyethyl)sulfonyl)-4-methylbenzamide